tert-butyl (4-((2-(2-azaspiro[3.3]heptan-2-yl)pyrimidin-5-yl)amino)cyclohexyl)carbamate C1N(CC12CCC2)C2=NC=C(C=N2)NC2CCC(CC2)NC(OC(C)(C)C)=O